(+)-1-[3-[4-(2,4-Difluorophenyl)phenyl]azetidine-1-carbonyl]pyrrolidine-3-carboxamide FC1=C(C=CC(=C1)F)C1=CC=C(C=C1)C1CN(C1)C(=O)N1CC(CC1)C(=O)N